C1=COC(O1)N Dioxacyclopentene-4-amine